N-(3-chlorophenyl)-[2,4'-bithiazole]-2'-amine ClC=1C=C(C=CC1)NC=1SC=C(N1)C=1SC=CN1